(S)-4-((1-(4-benzyl-3-fluorophenyl)ethyl)amino)-2-ethyl-2,3-dihydro-1H-pyrrolo[3,4-c]pyridin-1-one C(C1=CC=CC=C1)C1=C(C=C(C=C1)[C@H](C)NC1=NC=CC2=C1CN(C2=O)CC)F